(4-(6-((2-amino-2-oxo-1-phenylethyl)thio)-3,5-dicyano-4-ethylpyridin-2-yl)piperazin-1-yl)carbamic acid tert-butyl ester C(C)(C)(C)OC(NN1CCN(CC1)C1=NC(=C(C(=C1C#N)CC)C#N)SC(C(=O)N)C1=CC=CC=C1)=O